triethanolamine dodecylbenzenesulfonate salt C(CCCCCCCCCCC)OS(=O)(=O)C1=CC=CC=C1.N(CCO)(CCO)CCO